ClC1NC2=CC=CC=C2CN1 2-chloro-tetrahydroquinazoline